BrC1(C(NC2=NC=CC(=C21)Cl)=O)CC 3-bromo-4-chloro-3-ethyl-1H-pyrrolo[2,3-b]pyridin-2-one